4,4-dihydroxy-8-[(1-D-valylazetidin-3-yl)oxy]-5-oxa-4-boranuidabicyclo[4.4.0]deca-1(6),7,9-triene-7-carboxylic acid disodium salt [Na+].[Na+].O[B-]1(CCC=2C=CC(=C(C2O1)C(=O)O)OC1CN(C1)C([C@H](N)C(C)C)=O)O.O[B-]1(CCC=2C=CC(=C(C2O1)C(=O)O)OC1CN(C1)C([C@H](N)C(C)C)=O)O